(S)-3-(1-(2-(5,6,7,8-tetrahydro-1,8-naphthyridin-2-yl)ethyl)-1H-1,2,3-triazole-4-carboxamido)-2-((2,4,6-trimethylphenyl)sulphonamido)propanoic acid N1=C(C=CC=2CCCNC12)CCN1N=NC(=C1)C(=O)NC[C@@H](C(=O)O)NS(=O)(=O)C1=C(C=C(C=C1C)C)C